N-(5-cyclopentylpyrimidin-2-yl)-5-nitro-2-{[5-(propan-2-yl)-1,3,4-oxadiazol-2-yl]sulfanyl}benzamide C1(CCCC1)C=1C=NC(=NC1)NC(C1=C(C=CC(=C1)[N+](=O)[O-])SC=1OC(=NN1)C(C)C)=O